COC(=O)C1=NC(=CC2=C1CNC2=O)N2[C@@H](COCC2)C (R)-6-(3-methylmorpholino)-1-oxo-2,3-dihydro-1H-pyrrolo[3,4-C]pyridine-4-carboxylic acid methyl ester